OC(COC=1C=C(C=2N(C1)N=CC2C#N)C=2C=NC(=CC2)N2[C@@H](CN(CC2)CC=2C=NC(=CC2)OC)C)(C)C (R)-6-(2-hydroxy-2-methylpropyloxy)-4-(6-(4-((6-methoxypyridin-3-yl)methyl)-2-methylpiperazin-1-yl)pyridin-3-yl)pyrazolo[1,5-a]pyridine-3-carbonitrile